3-[6-amino-1-[(3-methyl-4-nitro-phenyl)methyl]pyrazolo[3,4-d]pyrimidine-4-yl]benzonitrile NC1=NC(=C2C(=N1)N(N=C2)CC2=CC(=C(C=C2)[N+](=O)[O-])C)C=2C=C(C#N)C=CC2